4-(((R)-1-(3-(difluoromethyl)-2-fluorophenyl)ethyl)amino)-8-methyl-6-((R)-piperidin-3-yl)pyrido[2,3-d]pyrimidin-7(8H)-one FC(C=1C(=C(C=CC1)[C@@H](C)NC=1C2=C(N=CN1)N(C(C(=C2)[C@@H]2CNCCC2)=O)C)F)F